N1N=C(C=C1)C1=C(C=O)C=CC=C1 2-(1H-PYRAZOL-3-YL)BENZALDEHYDE